C(C)(C)(C)OC(=O)N(C(OC(C)(C)C)=O)C1=C2N=CN(C2=NC=N1)CC1=CC(=NC=C1N1CC(CCC1)(NC(=O)OC)C=1N=C(SC1)Cl)C1=CC=C(C=C1)F tert-Butyl (tert-butoxycarbonyl)(9-((5-(3-(2-chlorothiazol-4-yl)-3-((methoxycarbonyl)amino)piperidin-1-yl)-2-(4-fluorophenyl)pyridin-4-yl)methyl)-9H-purin-6-yl)carbamate